Cl.N[C@@H]1[C@@H](COCC1)O (3S,4S)-4-aminooxan-3-ol hydrochloride